C1[C@@H]([C@H]1[NH3+])C2=CC=CC=C2 The molecule is a primary ammonium ion obtained by protonation of the primary amino function of (1S,2R)-tranylcypromine. It is a conjugate acid of a (1S,2R)-tranylcypromine. It is an enantiomer of a (1R,2S)-tranylcypromine(1+).